8-[3-[(4,6-dimethyl-3-pyridyl)oxy]azetidin-1-yl]-3,4-dimethyl-pyrimido[4',5':4,5]thieno[2,3-c]pyridazine dihydrochloride Cl.Cl.CC1=C(C=NC(=C1)C)OC1CN(C1)C1=NC=NC2=C1SC=1N=NC(=C(C12)C)C